C(C)[C@H]1CN(CC1)C1=CC2=C(N(C(N2C)=O)C(C(=O)O)CCC(=O)O)C=C1 2-[5-[(3R)-3-ethyl-pyrrolidin-1-yl]-3-methyl-2-oxo-benzimidazol-1-yl]pentanedioic acid